CC1=NNC(=C1C1=CC(=C(N1COCC[Si](C)(C)C)C1=C(C=C(C=C1)C)F)C(=O)N)C 5-(3,5-dimethyl-1H-pyrazol-4-yl)-2-(2-fluoro-4-methylphenyl)-1-{[2-(trimethylsilyl)ethoxy]methyl}-1H-pyrrole-3-carboxamide